(4-(4-oxo-3,4-dihydroquinazolin-2-yl)butyryl)methylbenzoic acid O=C1NC(=NC2=CC=CC=C12)CCCC(=O)C=1C(=C(C(=O)O)C=CC1)C